2-((2S,4R)-4-amino-1-(6-chloroimidazo[1,2-a]pyridine-2-carbonyl)pyrrolidin-2-yl)-N-((7-chloroimidazo[1,5-a]pyridin-1-yl)methyl)thiazole-4-carboxamide N[C@@H]1C[C@H](N(C1)C(=O)C=1N=C2N(C=C(C=C2)Cl)C1)C=1SC=C(N1)C(=O)NCC=1N=CN2C1C=C(C=C2)Cl